C(C)SC(=S)C(C#N)(C)C 2-ethylsulfanylcarbothioyl-2-methyl-propanenitrile